methyl (S)-7-chloro-6-fluoro-8-methoxy-2-(2-methoxyacetyl)-1-methyl-2,3-dihydro-1H-pyrrolo[3,4-c]quinoline-4-carboxylate ClC=1C(=CC=2C3=C(C(=NC2C1F)C(=O)OC)CN([C@H]3C)C(COC)=O)OC